(R)-2,5-bis((tert-butoxycarbonyl)amino)pentanoic acid C(C)(C)(C)OC(=O)N[C@@H](C(=O)O)CCCNC(=O)OC(C)(C)C